1-[2-(2,6-dioxo-3-piperidinyl)-4-methoxy-1-oxo-isoindolin-5-yl]Piperidine-4-carbaldehyde O=C1NC(CCC1N1C(C2=CC=C(C(=C2C1)OC)N1CCC(CC1)C=O)=O)=O